BrC1=C(C=CC(=C1)C(F)(F)F)C=1C=C2CCN(C(C2=CC1)=O)C=1C=CC(=C(C1)NS(=O)(=O)C1CC1)OCOCCOC N-(5-(6-(2-bromo-4-(trifluoromethyl)phenyl)-1-oxo-3,4-dihydroisoquinolin-2(1H)-yl)-2-((2-methoxyethoxy)methoxy)phenyl)cyclopropanesulfonamide